P(=S)(OCCCCCCCCCCCCOC(C=C)=O)(O)O acryloyloxy-dodecyl dihydrogen thiophosphate